C=1C=COC=2C1C1=NC3=CC=CC=C3C1=CC2 pyrano[3,2-a]carbazole